BrC1=CC=C(C=C1)C1=NC(=NC(=N1)C)C 2-(4-bromophenyl)-4,6-dimethyl-1,3,5-triazine